(R)-2,2,2-trifluoro-1-(4-methoxyphenyl)-1-(p-tolyl)ethane-1-amine FC([C@@](N)(C1=CC=C(C=C1)C)C1=CC=C(C=C1)OC)(F)F